C1NCC12CC(C2)NC(OC(C)(C)C)=O tert-butyl (2-azaspiro[3.3]heptan-6-yl)carbamate